1-(4-Bromo-3-methylphenyl)-5,7-difluoro-6-methoxy-1H-indazole BrC1=C(C=C(C=C1)N1N=CC2=CC(=C(C(=C12)F)OC)F)C